COC1=CC(=CC(=C1)OC1=CC=C(C=C1)C(F)(F)F)[N+](=O)[O-] 1-Methoxy-3-nitro-5-(4-(tri-fluoromethyl)phenoxy)benzene